3-(5-(6-(3-fluoro-4-(trifluoromethyl)phenyl)-2-azaspiro[3.3]heptane-2-carbonyl)-1-oxoisoindolin-2-yl)piperidine-2,6-dione FC=1C=C(C=CC1C(F)(F)F)C1CC2(CN(C2)C(=O)C=2C=C3CN(C(C3=CC2)=O)C2C(NC(CC2)=O)=O)C1